O=C1N(C(C=C1)=O)CC1OCC(CO1)C(=O)NCC(=O)O (2-((2,5-dioxo-2,5-dihydro-1H-pyrrol-1-yl)methyl)-1,3-dioxane-5-carbonyl)glycine